CC(=CC=O)C 3,3-dimethylacrolein